C(C)OP(=O)(OCC)CCN1CCN(CC1)C1=NC=NC2=CC(=C(C=C12)OC)OC 4-[4-(2-diethoxyphosphorylethyl)piperazin-1-yl]-6,7-dimethoxy-quinazoline